2-isobutyl ether CC(C)(C)OC(C)(C)C